ClC=C(C(F)(F)Cl)F (E)- or (Z)-1,3-dichloro-2,3,3-trifluoro-1-propene